C[C@@H]1C(N2[C@H](CC[C@@H]2CC1)C1=CC=CC=C1)=O (3R,6S,8aS)-6-methyl-3-phenylhexahydroindolizin-5(1H)-one